4-[6-(difluoromethyl)-3-quinolylamino]-2-{3-methoxy-4-[(1r,3r)-3-(dimethylamino)cyclobutoxy]phenylamino}pyrimidine FC(C=1C=C2C=C(C=NC2=CC1)NC1=NC(=NC=C1)NC1=CC(=C(C=C1)OC1CC(C1)N(C)C)OC)F